C(C(C)C)[Al](CCCCCCCC=C)CCCCCCCC=C isobutyl-bis(non-8-en-1-yl)-aluminum